C1(=CC=CC=C1)N(C=1C2=CC=CC=C2C(=C2C=CC=CC12)N(C1=CC=C(C=C1)C(C)(C)C)C1=CC=CC=C1)C1=CC=C(C=C1)C(C)(C)C N,N'-diphenyl-N,N'-bis(4-t-butylphenyl)anthracene-9,10-diamine